C(C1=CC=CC=C1)O[C@@H]1[C@](OC2OC(O[C@@H]21)(C)C)(COCC2=CC=CC=C2)CO ((5R,6S,6aR)-6-(benzyloxy)-5-((benzyloxy)methyl)-2,2-dimethyltetrahydrofuro[2,3-d][1,3]dioxol-5-yl)methanol